3-((3aR,11aS)-6-fluoro-10-methyl-1-(6-methyl-4-(trifluoromethyl)pyridin-2-yl)-2,11-dioxo-1,2,3,3a,4,10,11,11a-octahydro-5H-benzo[b]pyrrolo[2,3-f][1,4]diazocin-5-yl)propanal FC1=CC=CC2=C1N(C[C@@H]1[C@@H](C(N2C)=O)N(C(C1)=O)C1=NC(=CC(=C1)C(F)(F)F)C)CCC=O